4-({[1-(2-Chlorobenzoyl)-3-{1-[(3-hydroxypyrrolidin-1-yl)sulfonyl]-3-(trifluoromethyl)azetidin-2-yl}-4-methyl-1H-pyrazol-5-yl]oxy}methyl)benzol ClC1=C(C(=O)N2N=C(C(=C2OCC2=CC=CC=C2)C)C2N(CC2C(F)(F)F)S(=O)(=O)N2CC(CC2)O)C=CC=C1